NC1C(CN(CC1)C(=O)OC(C)(C)C)C tert-butyl 4-amino-3-methyl-piperidine-1-carboxylate